2-cyclopentyl-2-phenylacetamide C1(CCCC1)C(C(=O)N)C1=CC=CC=C1